1,3-bis(2-aminoethylaminomethyl)tetramethyldisiloxane NCCNC[Si](O[Si](CNCCN)(C)C)(C)C